6-[[6-(trifluoro-methyl)-3-pyridyl]-methyl]-2-azaspiro-[3.3]heptane FC(C1=CC=C(C=N1)CC1CC2(CNC2)C1)(F)F